3-[(1RS,2RS)-2-[(N,N-dimethylamino)methylene]-1-hydroxycyclohexyl]phenol hydrochloride Cl.CN(C)C=C1[C@](CCCC1)(O)C=1C=C(C=CC1)O |r|